BrC1=CC=C2C=3C=CC(=CC3C(C2=C1)(C)C)C=1C=CC=2N(C3=CC=CC=C3C2C1)C1=CC=CC=C1 3-(7-bromo-9,9-dimethyl-9H-fluoren-2-yl)-9-Phenyl-9H-carbazole